[C@@H]1(C[C@@H]([C@@H](CC1)C(C)(C)O)O)C (1R,3S,4R)-p-Menthane-3,8-diol